C(C)NC(NC1=NSC(=C1)CC1CCN(CC1)C=1C=CC(=NC1F)C(=O)NC)=O 5-(4-((3-(3-ethylureido)isothiazol-5-yl)methyl)piperidin-1-yl)-6-fluoro-N-methylpicolinamide